NC1CC(CN(C1)C1C(CC(C1)C1=CC=C(C=C1)F)OC1=C(C#N)C=CC=C1)(F)F [2-(5-amino-3,3-difluoro-1-piperidinyl)-4-(4-fluorophenyl)cyclopentyloxy]benzonitrile